5-(7,8-Dimethyl-[1,2,4]triazolo[1,5-a]pyridin-6-yl)-6-isopropyl-1-((1S,4S)-4-(neopentylamino)cyclohexyl)-1,3-dihydro-2H-benzo[d]imidazol-2-on CC1=C(C=2N(C=C1C1=CC3=C(N(C(N3)=O)C3CCC(CC3)NCC(C)(C)C)C=C1C(C)C)N=CN2)C